Ethyl (E)-(3-(benzo[d][1,3]dioxol-5-yl)acryloyl)-L-leucinate O1COC2=C1C=CC(=C2)/C=C/C(=O)N[C@@H](CC(C)C)C(=O)OCC